5-METHYL-4-NITRO-1H-PYRROLE-2-CARBALDEHYDE CC1=C(C=C(N1)C=O)[N+](=O)[O-]